3-methylsulfonylbenzene-1,2-diamine CS(=O)(=O)C1=C(C(=CC=C1)N)N